5-((3-(3-(((5-(Trifluoromethyl)pyridin-2-yl)methyl)amino)propanamido)propyl)amino)benzo[c][2,6]naphthyridine-8-carboxamide FC(C=1C=CC(=NC1)CNCCC(=O)NCCCNC1=NC2=C(C3=CN=CC=C13)C=CC(=C2)C(=O)N)(F)F